S(=O)(=O)(O)O[C@@H]1[C@H]2[C@]34C=5C(=C(C=CC5C[C@H]([C@@H]3C=C1)N(C)CC4)OC)O2 codeine sulfate